bis(t-butyl)phenylphosphine C(C)(C)(C)P(C1=CC=CC=C1)C(C)(C)C